COC1(CC(=CC=C1)C1=CC=CC=C1)OC 3,3-dimethoxybiphenyl